S(=O)(=O)(O[O-])[O-].[Na+].[Na+] sodium peroxomonosulfate salt